ClC=1C=C(\C=N\NC(=O)C=2N=C3N(C=CC=C3)C2)C=C(C1)Cl (E)-N'-(3,5-dichlorobenzylidene)imidazo[1,2-a]pyridine-2-carbohydrazide